(S)-4-(2,7-dichloro-8-fluoropyrido[4,3-d]pyrimidin-4-yl)-6-methyl-1,4-oxazepan-6-ol ClC=1N=C(C2=C(N1)C(=C(N=C2)Cl)F)N2CCOC[C@](C2)(O)C